C(C)(C)(C)N[C@@H](CO)C(=O)[O-] tert-butyl-L-serinate